2-ethyl-benzyl alcohol C(C)C1=C(CO)C=CC=C1